ClC1=C(C=C(C=C1)F)[C@H]1NC(C2=C3C(=CC(=C12)NC(C1=CC(=CC(=C1)C(F)(F)F)F)=O)N(C(O3)=O)CC(F)F)=O (S)-N-(6-(2-chloro-5-fluorophenyl)-3-(2,2-difluoroethyl)-2,8-dioxo-3,6,7,8-tetrahydro-2H-oxazolo[5,4-e]isoindol-5-yl)-3-fluoro-5-(trifluoromethyl)benzamide